(Z)-N-(5-((5-fluoro-2-oxoindol-3-ylidene)methyl)-4-methyl-1H-pyrrol-3-yl)-3-(pyrrolidin-1-yl)propionamide magnesium D-ascorbate O=C1C(O)=C([O-])[C@@H](O1)[C@H](O)CO.[Mg+2].FC=1C=C2/C(/C(NC2=CC1)=O)=C/C1=C(C(=CN1)NC(CCN1CCCC1)=O)C.O=C1C(O)=C([O-])[C@@H](O1)[C@H](O)CO